FC1=CC=C(C=C1)[C@@H]1N(CCC2=CC=CC=C12)C(=O)[C@H]1C[C@H](C1)NC(OC(C)(C)C)=O tert-butyl (cis-3-((S)-1-(4-fluorophenyl)-1,2,3,4-tetrahydroisoquinoline-2-carbonyl)cyclobutyl)carbamate